CN(C1=C(N=C(N=C1N)C2=NN(C3=C2C=CC=N3)CC4=CC=CC=C4F)N)C(=O)OC The molecule is a carbamate ester that is the methyl ester of {4,6-diamino-2-[1-(2-fluorobenzyl)-1H-pyrazolo[3,4-b]pyridin-3-yl]pyrimidin-5-yl}methylcarbamic acid. It is used for treatment of chronic thromboembolic pulmonary hypertension and pulmonary arterial hypertension It has a role as a soluble guanylate cyclase activator and an antihypertensive agent. It is a pyrazolopyridine, an aminopyrimidine, an organofluorine compound and a carbamate ester.